N-difluoromethyl-N-pentylammonium FC([NH2+]CCCCC)F